ClC=1C=C(CC2NCCC2)C=CC1Cl 2-(3,4-dichlorobenzyl)pyrrolidine